(2S,4S)-4-fluoro-1-[2-[(3S)-3-[(7-chloro-1,8-naphthyridin-3-yl)amino]pyrrolidin-1-yl]acetyl]pyrrolidine-2-carbonitrile F[C@H]1C[C@H](N(C1)C(CN1C[C@H](CC1)NC=1C=NC2=NC(=CC=C2C1)Cl)=O)C#N